5-(2,6-Difluorophenoxy)-1-(4-((3-fluorophenyl)sulfonyl)piperazin-1-yl)-2,2-dimethylpentan-1-one FC1=C(OCCCC(C(=O)N2CCN(CC2)S(=O)(=O)C2=CC(=CC=C2)F)(C)C)C(=CC=C1)F